CCCCCCCCCCCCCCCCCCCCC(=O)OC[C@H](COP(=O)(O)OC[C@H](CO)O)OC(=O)CCCCCCC/C=C\CCCCC 1-heneicosanoyl-2-(9Z-pentadecenoyl)-glycero-3-phospho-(1'-sn-glycerol)